FC=1C=CC(=C(C1)N\N=C/C=O)OC (Z)-2-(2-(5-fluoro-2-methoxyphenyl)hydrazono)acetaldehyde